O1C=CC2=C1C=CC(=C2)NC(=O)NC2=NC(=CC(=N2)NCCCN(C)C)C 1-(benzofuran-5-yl)-3-(4-((3-(dimethylamino)propyl)amino)-6-methylpyrimidin-2-yl)urea